4-[4-(4-chlorophenyl)-1-piperidyl]-3-methyl-1-(2-trimethylsilylethoxymethyl)benzimidazol-2-one ClC1=CC=C(C=C1)C1CCN(CC1)C1=CC=CC=2N(C(N(C21)C)=O)COCC[Si](C)(C)C